mono-hydrazinotetrazine N(N)C=1N=NN=NC1